[C@H]12[C@H](C[C@H](CC1)C2)N2C1=NC(=NC=C1N(C2=O)C)NC2=CC1=C(OCO1)C=C2C 9-((1S,2S,4R)-bicyclo[2.2.1]heptan-2-yl)-7-methyl-2-((6-methylbenzo[d][1,3]dioxol-5-yl)amino)-7,9-dihydro-8H-purin-8-one